BrC1=C(C=CC(=C1)[N+](=O)[O-])[C@H]1[C@@H](C1)C 2-bromo-1-(trans-2-methylcyclopropyl)-4-nitrobenzene